11-{2-oxa-6-azaspiro[3.3]hept-6-yl}undecanamide C1OCC12CN(C2)CCCCCCCCCCC(=O)N